N[C@H]1[C@@H](CCCC1)NC(C1=C(C=C(C=C1OC)N1C=NC2=C1C=CC(=C2)C=2C=NN(C2)C)OC)=O N-[(1R,2R)-2-aminocyclohexyl]-2,6-dimethoxy-4-[5-(1-methylpyrazol-4-yl)benzimidazol-1-yl]benzamide